FC1=C2NC(C(=NC2=CC(=C1CN1CCN(CC1)C=1C=CC(=NC1)C(=O)NC)F)C)=O 5-{4-[(5,7-difluoro-2-methyl-3-oxo-4H-quinoxalin-6-yl)methyl]piperazin-1-yl}-N-methylpyridine-2-carboxamide